2-(3-Cyanophenyl)-1-ethoxy-4-methyl-1H-imidazol C(#N)C=1C=C(C=CC1)C=1N(C=C(N1)C)OCC